C1[C@@H]2[C@H]3[C@@H]([C@H]1[C@H]4[C@@H]2O4)[C@]5(C(=C([C@@]3(C5(Cl)Cl)Cl)Cl)Cl)Cl The molecule is an organochlorine compound resulting from the epoxidation of the double bond of aldrin. It is the active metabolite of the proinsecticde aldrin. It has a role as a xenobiotic and a carcinogenic agent. It is an organochlorine insecticide, an organochlorine compound and an epoxide. It derives from an aldrin.